(1R,2S,5S)-N-[(8-chlorophthalazin-1-yl)-cyano-methyl]-3-[(2S)-3,3-dimethyl-2-[(2,2,2-trifluoroacetyl)amino]butanoyl]-6,6-dimethyl-3-azabicyclo[3.1.0]hexane-2-carboxamide ClC=1C=CC=C2C=NN=C(C12)C(NC(=O)[C@@H]1[C@H]2C([C@H]2CN1C([C@H](C(C)(C)C)NC(C(F)(F)F)=O)=O)(C)C)C#N